4-(4-((1R,5S)-3,8-diazabicyclo[3.2.1]octan-3-yl)-8-fluoro-2-(((S)-1-methylpyrrolidin-2-yl)methoxy)quinazolin-7-yl)quinolin-2(1H)-one [C@H]12CN(C[C@H](CC1)N2)C2=NC(=NC1=C(C(=CC=C21)C2=CC(NC1=CC=CC=C21)=O)F)OC[C@H]2N(CCC2)C